dithioribose S=C[C@H](S)[C@H](O)[C@H](O)CO